CN1C(C2=C(SC(=C2)C2=NC(=NC=C2C)NC2=NC=C(C=C2)C2CCN(CC2)C)C2(CCC2)C1)=O 5-Methyl-2-[5-methyl-2-[[5-(1-methylpiperidin-4-yl)pyridin-2-yl]amino]pyrimidin-4-yl]spiro[6H-thieno[3,2-c]pyridine-7,1'-cyclobutane]-4-one